ethyl triethoxysilylpropylcarbamate C(C)O[Si](OCC)(OCC)CCCNC(OCC)=O